[Na+].C(C)C=1CC2CC(C2C1)(S(=O)(=O)[O-])O 3-ethyl-6-hydroxybicyclo[3.2.0]hept-3-ene-6-sulfonic acid sodium salt